1-(4,4-Difluorocyclohexyl)-1H-indazol-6-amine FC1(CCC(CC1)N1N=CC2=CC=C(C=C12)N)F